CN1N=C(C(=C1)C(=O)Cl)C(F)F N-methyl-3-difluoromethyl-4-pyrazoleformyl chloride